C(C)(C)(C)OC(=O)N[C@@H]1CN(C[C@@H](C1)O)C(=O)OCC1=CC=CC=C1 benzyl (3S,5R)-3-(tert-butoxycarbonylamino)-5-hydroxy-piperidine-1-carboxylate